2-bicyclo[2.2.1]hept-5-enyl acetate C(C)(=O)OC1C2C=CC(C1)C2